ClC1=C(C=CC2=C1C(=N[C@H](C=1N2N=C(N1)S(=O)(=O)N)C)C1=C(C=CC=C1F)F)Cl (4S)-7,8-dichloro-6-(2,6-difluorophenyl)-4-methyl-4H-[1,2,4]triazolo[1,5-a][1,4]benzodiazepine-2-sulfonamide